NC1=CC=CC(=N1)S(=O)(=O)NC(=O)C=1C(=NC=C(C1)C1=CCC(CC1)C(F)(F)F)N1C(CC(C1)C)(C)C N-[(6-Amino-2-pyridyl)sulfonyl]-5-[4-(trifluoromethyl)cyclohexen-1-yl]-2-(2,2,4-trimethylpyrrolidin-1-yl)pyridin-3-carboxamid